FC(OC=1C=C(C=CC1)N1C(N(C2=C1C=CC(=C2)C(=O)NC2(CCS(CC2)(=O)=O)C)S(=O)(=O)C2=CC=CC=C2)=O)F 1-(3-(difluoromethoxy)phenyl)-N-(4-methyl-1,1-dioxidotetrahydro-2H-thiopyran-4-yl)-2-oxo-3-(phenylsulfonyl)-2,3-dihydro-1H-benzo[d]imidazole-5-carboxamide